1-(1,1-dimethylethyl)-3,4,5-trimethyl-2,6-dinitro-benzene CC(C)(C)C1=C(C(=C(C(=C1[N+](=O)[O-])C)C)C)[N+](=O)[O-]